ClC1=CN=C(S1)NC(C(C1=CC=C(C=C1)C=1N=NN(N1)CCF)C1CC(CC1)(F)F)=O N-(5-Chlorothiazol-2-yl)-2-(3,3-difluorocyclopentyl)-2-(4-(2-(2-fluoroethyl)-2H-tetrazol-5-yl)phenyl)acetamide